2-hydroxy-N,N,N-trimethylethylammonium tetrafluoroborate F[B-](F)(F)F.OCC[N+](C)(C)C